4-[[3-(2,3-difluoro-4-methoxy-phenyl)imidazo[1,2-a]pyrazin-8-yl]amino]-2-ethyl-N-[[1-methyl-1-(3-pyridylmethyl)piperidin-1-ium-4-yl]methyl]benzamide FC1=C(C=CC(=C1F)OC)C1=CN=C2N1C=CN=C2NC2=CC(=C(C(=O)NCC1CC[N+](CC1)(CC=1C=NC=CC1)C)C=C2)CC